OC(COC(C(COCC(CN(CCO)CP(=O)(O)O)O)O)C(C(COCC(CN(CCO)CP(=O)(O)O)O)OCC(CN(CP(=O)(O)O)CCO)O)O)CN(CP(=O)(O)O)CCO 10,12-bis(2-hydroxy-3-((2-hydroxyethyl)(phosphonomethyl)amino)propoxy)-3,18-bis(phosphonomethyl)-7,14-dioxa-3,18-diazaicosane-1,5,9,11,16,20-hexaol